(3R,7as)-3-(((dimethylsulfamoyl)amino)methyl)tetrahydro-1H-pyrrolizin CN(S(=O)(=O)NC[C@H]1CCC2=CCCN12)C